BrC1=CC=2C3=C(C=NC2C=C1)N=C(N3C3=CC=C(C=C3)C(C#N)(C)C)Cl 2-(4-(8-bromo-2-chloro-1H-imidazo[4,5-c]quinolin-1-yl)phenyl)-2-methylpropionitrile